C1(CC1)C=1N=CN(C1)C1=CC=CC2=C1C=C(O2)C(=O)NC2=NC(=CC=C2)C2=NN=CN2C(CO)C 4-(4-cyclopropyl-1H-imidazol-1-yl)-N-(6-(4-(1-hydroxypropan-2-yl)-4H-1,2,4-triazol-3-yl)pyridin-2-yl)benzofuran-2-carboxamide